CC1=CC=C(C=C1)S(=O)(=O)OC1=CC=C(C=C1)C1=CN=C(S1)C=1C=NC=CC1 4-(2-(pyridin-3-yl)thiazol-5-yl)phenyl 4-methylbenzenesulfonate